N-(3-(4'-(oxetan-3-ylmethoxy)-4,5,6',7'-tetrahydro-2H,5'H-spiro[Furan-3,8'-quinoline]-2'-yl)-1H-pyrrolo[2,3-c]pyridin-5-yl)acetamide O1CC(C1)COC1=CC(=NC=2C3(CCCC12)COCC3)C3=CNC1=CN=C(C=C13)NC(C)=O